CC1(CN(CCN1)C1=NC=C(C(=N1)OCC)C(=O)NC=1N=CC=2N(C1)C=C(N2)C)C 2-(3,3-dimethylpiperazin-1-yl)-4-ethoxy-N-{2-methylimidazo[1,2-a]pyrazin-6-yl}pyrimidine-5-carboxamide